FC1=C(C=C(C=C1)[C@H](C)NC(=O)C=1C=NC2=C(N=C(C=C2C1N1CCN[C@H](CC1)C)C)C)OC N-[(S)-1-(4-fluoro-3-methoxyphenyl)ethyl]-4-[(S)-5-methyl-1,4-diazepan-1-yl]-6,8-dimethyl-1,7-diaza-3-naphthamide